O=C1NC(CCC1NC(=O)C1=CC=CC=2N=C(SC21)C)=O N-(2,6-dioxopiperidin-3-yl)-2-methylbenzo[d]thiazole-7-carboxamide